4-bromo-3-iodo-N,N-bis(4-methoxybenzyl)aniline BrC1=C(C=C(N(CC2=CC=C(C=C2)OC)CC2=CC=C(C=C2)OC)C=C1)I